CN1C(C2=CC(=CC(=C2C=C1C=1C=CC=2C(N1)=CN(N2)C)C(C)NC2=C(C(=O)O)C=CC=C2)C)=O 2-((1-(2,7-dimethyl-3-(2-methyl-2H-pyrazolo[4,3-b]pyridin-5-yl)-1-oxo-1,2-dihydroisoquinolin-5-yl)ethyl)amino)benzoic acid